N-((S)-(4,4-difluorocyclohexyl)(5-((S)-2-methoxy-1-((S)-2-oxo-4-(trifluoromethyl)imidazolidin-1-yl)ethyl)benzo[d]oxazol-2-yl)methyl)-1-methyl-1H-pyrazole-5-carboxamide FC1(CCC(CC1)[C@H](NC(=O)C1=CC=NN1C)C=1OC2=C(N1)C=C(C=C2)[C@@H](COC)N2C(N[C@@H](C2)C(F)(F)F)=O)F